3-chloro-N-(4-fluoro-3-(3-methylquinoxaline-6-carbonyl)phenyl)-4-(trifluoromethyl)benzamide methyl-(2-bromo-6-nitrophenyl)glycinate CN(CC(=O)O)C1=C(C=CC=C1[N+](=O)[O-])Br.ClC=1C=C(C(=O)NC2=CC(=C(C=C2)F)C(=O)C=2C=C3N=C(C=NC3=CC2)C)C=CC1C(F)(F)F